LITHIUM NICKEL(3+) OXIDE [Ni+]=O.[Li+]